P(=O)(O)(O)O.O=C1C(O)=C(O)[C@H](O1)[C@@H](O)CO L-ascorbic acid monophosphate